COC1=CC=2[C@@]34C([C@H](CC2C=C1NC(=O)C1=NC=CN=C1)N(CC4)C)CCCC3 N-[(1S,9S)-4-methoxy-17-methyl-17-azatetracyclo[7.5.3.01,10.02,7]heptadeca-2(7),3,5-trien-5-yl]pyrazine-2-carboxamide